C(C)(C)(C)OC(NC(C(NC1=CC=CC=C1)=O)CCCC)=O (1-oxo-1-(phenylamino)hexane-2-yl)carbamic acid tert-butyl ester